NC=1SC[C@H]2[C@@](N1)(CN(C2)C2=NC=C(C=N2)F)C=2C=C(C=CC2F)C=2C(=NC=C(N2)OC)C(=O)N [3-[(4aR,7aS)-2-amino-6-(5-fluoropyrimidin-2-yl)-4,4a,5,7-tetrahydropyrrolo[3,4-d][1,3]thiazin-7a-yl]-4-fluoro-phenyl]-5-methoxy-pyrazine-2-carboxamide